molybdenum(VI) bis(trifluoromethanesulfonate) FC(S(=O)(=O)[O-])(F)F.FC(S(=O)(=O)[O-])(F)F.[Mo+6]